ClC1=C(C=CC(=C1)F)[C@]12CN(C[C@@H]2C1)C1=NN=C(N1C=1C=NC(=CC1)OC)CC#N (1S,5R)-1-(2-chloro-4-fluorophenyl)-3-(4-(6-methoxypyridin-3-yl)-5-cyanomethyl-4H-1,2,4-triazol-3-yl)-3-azabicyclo[3.1.0]hexane